C[C@@H]1NC[C@H]1C=1OC=NN1 |r| trans-rac-2-(2-methylazetidin-3-yl)-1,3,4-oxadiazole